CS(=O)(=O)OCC1COC2=C(C=C3C(=NC=NC3=C2)NC2=C(C(=CC=C2)Br)F)O1 (4-((3-bromo-2-fluorophenyl)amino)-7,8-dihydro-[1,4]dioxino[2,3-g]quinazolin-7-yl)methyl methanesulfonate